ClC=1C=C(C=CC1)C1CC(C1)N1N=C2N(C1=O)[C@@H](CC2)C2=NC=CN=C2 (S)-2-((1S,3R)-3-(3-chlorophenyl)cyclobutyl)-5-(pyrazin-2-yl)-2,5,6,7-tetrahydro-3H-pyrrolo[2,1-c][1,2,4]triazol-3-one